5-[2-(5-{2-[(2,3-dihydro-1H-inden-2-yl)amino]pyrimidin-5-yl}-1,3,4-oxadiazol-2-yl)acetyl]-1H,2H,3H,4H,5H,6H,7H-imidazo[4,5-c]pyridin-2-one C1C(CC2=CC=CC=C12)NC1=NC=C(C=N1)C1=NN=C(O1)CC(=O)N1CC2=C(CC1)NC(N2)=O